2-(3-acetyl-5-(4-acetylpiperazin-1-yl)-1H-indol-1-yl)acetic acid C(C)(=O)C1=CN(C2=CC=C(C=C12)N1CCN(CC1)C(C)=O)CC(=O)O